FC1=C(C=C2N=CC(=NC2=C1)C(F)(F)F)B1OC(C(O1)(C)C)(C)C 7-fluoro-6-(4,4,5,5-tetramethyl-1,3,2-dioxaborolan-2-yl)-2-(trifluoromethyl)quinoxaline